OCCNS(=O)(=O)C1=C(C=C(C=C1)C=1N=NN(N1)CC1=NC=C(C=C1)OC)OC N-(2-hydroxyethyl)-2-methoxy-4-(2-((5-methoxypyridin-2-yl)methyl)-2H-tetrazol-5-yl)benzenesulfonamide